C(C=C)(=O)N1CCN(CC1)C(C=C)=O 1,4-bis(acrylyl)piperazine